(R)-1-(2-fluoro-4-(6-(2-(6-methyl-4-(trifluoromethyl)pyridin-2-yl)acetamido)pyridazin-3-yl)butyl)-N-methyl-1H-1,2,3-triazole-4-carboxamide F[C@@H](CN1N=NC(=C1)C(=O)NC)CCC=1N=NC(=CC1)NC(CC1=NC(=CC(=C1)C(F)(F)F)C)=O